2-[4-(2-tetrahydropyran-4-ylethoxy)phenyl]acetic acid O1CCC(CC1)CCOC1=CC=C(C=C1)CC(=O)O